7-((4-chloro-2-fluorobenzyl)amino)-3,4-dihydro-2,6-naphthyridine-2(1H)-carboxylic acid tert-butyl ester C(C)(C)(C)OC(=O)N1CC2=CC(=NC=C2CC1)NCC1=C(C=C(C=C1)Cl)F